N12CCC(CC1)(C2)NC(=O)C2=C(C=CC(=N2)C=2C(=NC=CC2)OCC)N2[C@@H](CN(CC2)C(=O)C2(CCCC2)C(F)(F)F)CC N-{1-azabicyclo[2.2.1]heptan-4-yl}-2'-ethoxy-5-[(2R)-2-ethyl-4-[1-(trifluoromethyl)cyclopentanecarbonyl]piperazin-1-yl]-[2,3'-bipyridine]-6-carboxamide